C(C1=CC=CC=C1)OC[C@@H]1OCCCC1 (R)-2-[(benzyloxy)methyl]tetrahydro-2H-pyran